N-decylaniline C(CCCCCCCCC)NC1=CC=CC=C1